2-[(6-bromo-3-fluoro-2-pyridyl)oxymethyl]-5-(trifluoromethyl)thiazole BrC1=CC=C(C(=N1)OCC=1SC(=CN1)C(F)(F)F)F